C(C)(C)(C)OC(=O)N1C=CC2=C(C(=CC(=C12)C)OC)CN1[C@@H](CC(CC1)C=1C=NN(C1)CCOC)C1=CC=C(C=C1)C(=O)OC (S)-5-methoxy-4-((2-(4-(methoxycarbonyl)phenyl)-4-(1-(2-methoxyethyl)-1H-pyrazol-4-yl)piperidin-1-yl)methyl)-7-methyl-1H-indole-1-carboxylic acid tert-butyl ester